FC1(CCN(CC1)C1=CC=CC(=N1)N1N=NC(=C1)C1=C(C=C(C=C1)NS(=O)(=O)CCO)N1CCC2(CC2)CC1)F N-(4-(1-(6-(4,4-difluoropiperidin-1-yl)pyridin-2-yl)-1H-1,2,3-triazol-4-yl)-3-(6-azaspiro[2.5]octan-6-yl)phenyl)-2-hydroxyethane-1-sulfonamide